FC=1C=CC(=NC1)OC[C@H]1N(C2CC(C1)C2)C(=O)C2=C(C=CC(=C2)C)C=2SC=CN2 (3S)-3-{[(5-Fluoropyridin-2-yl)oxy]methyl}-2-{[5-methyl-2-(1,3-thiazol-2-yl)phenyl]carbonyl}-2-azabicyclo[3.1.1]heptan